6-(2-aminopyridin-4-yl)-2-(1-(3-methoxyphenyl)ethyl)isoquinolin-1(2H)-one NC1=NC=CC(=C1)C=1C=C2C=CN(C(C2=CC1)=O)C(C)C1=CC(=CC=C1)OC